(3R,4R)-1-(7-Chloro-8-fluoro-2-(((2R,7aS)-2-fluorotetrahydro-1H-pyrrolizin-7a(5H)-yl)methoxy)pyrido[4,3-d]pyrimidin-4-yl)-4-methylpiperidin-3-ol ClC1=C(C=2N=C(N=C(C2C=N1)N1C[C@@H]([C@@H](CC1)C)O)OC[C@]12CCCN2C[C@@H](C1)F)F